2-hydroxy-3-(pyrazin-2-yl)propionic acid OC(C(=O)O)CC1=NC=CN=C1